CS(=O)(=O)OC1=C(C=CC=C1)C=1OC=CC1.[Na] Sodium (2-(furan-2-yl) phenyl) methanesulfonate